C(C)SC1=NC(=CC(=C1C(=O)NCC1=CC(=CC=C1)F)C)N1[C@@H](COCC1)C 2-Ethylsulfanyl-N-[(3-fluorophenyl)-methyl]-4-methyl-6-[(3R)-3-methyl-morpholin-4-yl]-pyridine-3-carboxylic acid amide